palmitic acid, calcium salt [Ca+2].C(CCCCCCCCCCCCCCC)(=O)[O-].C(CCCCCCCCCCCCCCC)(=O)[O-]